C1(CC1)C=1C=CC(=NC1)C=1C=CC2=C(C(=C(O2)C)C(=O)O)C1 5-(5-cyclopropylpyridin-2-yl)-2-methylbenzofuran-3-carboxylic acid